FC1=C(C=CC(=C1)F)C1=CC=C(C=C1)C1CN(C1)C(CC[C@H]1NC(OC1)=O)=O (R)-4-(3-(3-(2',4'-difluoro-[1,1'-biphenyl]-4-yl)azetidin-1-yl)-3-oxopropyl)oxazolidin-2-one